2-(butylamino)-3-(2-propen-1-yl)thioxanthone C(CCC)NC1=CC=2C(C3=CC=CC=C3SC2C=C1CC=C)=O